C(C1=CC=CC=C1)OC1=CC=C(C=C1)NC(=O)C1=C(N(C(=C1)C1=C(C=C(C(=C1)Cl)OC(F)F)C(=O)N1CC2=CC=CC=C2C[C@H]1CN1CCOCC1)C)C (S)-N-(4-(Benzyloxy)phenyl)-5-(5-chloro-4-(difluoromethoxy)-2-(3-(morpholinomethyl)-1,2,3,4-tetrahydroisoquinoline-2-carbonyl)phenyl)-1,2-dimethyl-1H-pyrrole-3-carboxamide